ClC1=C(C=CC=C1C1=C(C(=CC=C1)C1=CC=2N(C(C(=CN2)C=O)=O)C=C1)C)C1=CC=C(C(=N1)F)CN(C(OC(C)(C)C)=O)C[C@H]1NC(CC1)=O tert-Butyl N-[[6-[2-chloro-3-[3-(3-formyl-4-oxo-pyrido[1,2-a]pyrimidin-8-yl)-2-methyl-phenyl]phenyl]-2-fluoro-3-pyridyl]methyl]-N-[[(2S)-5-oxopyrrolidin-2-yl]methyl]carbamate